7,12-Dimethylbenzanthracene CC1=C2C=CC=CC2=C(C=2C3=C(C=CC12)C=CC=C3)C